(R)-6-(3-(methylamino)pyrrolidin-1-yl)-N-(6-(o-tolyl)-5-(trifluoromethyl)pyridin-2-yl)pyridine-2-sulfonamide hydrochloride Cl.CN[C@H]1CN(CC1)C1=CC=CC(=N1)S(=O)(=O)NC1=NC(=C(C=C1)C(F)(F)F)C1=C(C=CC=C1)C